3-cyclopentyl-3-hydrazineylpropanenitrile C1(CCCC1)C(CC#N)NN